FC=1C=C2C(=NNC2=CC1OCCOC)C1=CC(=NO1)C1=CC=C(C=C1)C(=O)N1C2COCC1C2 5-Fluoro-6-(2-methoxyethoxy)-3-[3-(4-{3-oxa-6-azabicyclo[3.1.1]heptane-6-carbonyl}phenyl)-1,2-oxazol-5-yl]-1H-indazole